2-(5-chloro-2-methoxypyridin-4-yl)-1-((3S,5S)-5,7'-dimethyl-6'-(pyrimidin-2-yl)-3',4'-dihydro-1'H-spiro[pyrrolidine-3,2'-[1,8]naphthyridine]-1-yl)propan-1-one ClC=1C(=CC(=NC1)OC)C(C(=O)N1C[C@@]2(NC3=NC(=C(C=C3CC2)C2=NC=CC=N2)C)C[C@@H]1C)C